(R)-3-(3-(3-bromophenyl)isoxazol-5-yl)-3-hydroxy-1-(methyl-d3)pyrrolidin-2-one BrC=1C=C(C=CC1)C1=NOC(=C1)[C@]1(C(N(CC1)C([2H])([2H])[2H])=O)O